NC=1C2=C(N=CN1)N(C(=C2C2=CC=C(C=C2)OCC2CCCC2)C2=CC=C(C=C2)NC(C(=C)C)=O)C N-(4-(4-amino-5-(4-(cyclopentyl-methoxy)phenyl)-7-methyl-7H-pyrrolo[2,3-d]pyrimidin-6-yl)phenyl)methacrylamide